NCCOCCOCCOCCOCCN1C[C@@H](CC1)NC(=O)C1(CCN(CC1)C1=C(C=C(C=C1)C(F)(F)F)C#N)C=1C=NC(=C(C1)F)C1=C(C=CC=C1)OCC (R)-N-(1-(14-amino-3,6,9,12-tetraoxatetradecyl)-pyrrolidin-3-yl)-1-(2-cyano-4-(trifluoromethyl)phenyl)-4-(6-(2-ethoxyphenyl)-5-fluoropyridin-3-yl)piperidine-4-carboxamide